N1(C=CC=2C1=NC=CC2)C2=NC(=NC=C2)NC=2C(=CC(=C(C2)NC(\C=C\CN2CCCCC2)=O)NC)OC (E)-N-(5-((4-(1H-pyrrolo[2,3-b]pyridin-1-yl)pyrimidin-2-yl)amino)-4-methoxy-2-(methylamino)phenyl)-4-(piperidin-1-yl)but-2-enamide